Methyl 4-(((tert-butoxycarbonyl) amino) methyl)-1-oxo-1,2-dihydro-phthalazine-6-carboxylate C(C)(C)(C)OC(=O)NCC1=NNC(C2=CC=C(C=C12)C(=O)OC)=O